(R)-2-((1-(3-cyano-7-methyl-2-(2-methyl-6,7-dihydrothiazolo[4,5-c]pyridin-5(4H)-yl)-4-oxo-4H-pyrido[1,2-a]pyrimidin-9-yl)ethyl)amino)benzoic acid C(#N)C1=C(N=C2N(C1=O)C=C(C=C2[C@@H](C)NC2=C(C(=O)O)C=CC=C2)C)N2CC1=C(CC2)SC(=N1)C